FC1(CCN(CC1)C(=O)C=1C=C2C(=NC1)NC=C2)F (4,4-difluoro-1-piperidyl)-(1H-pyrrolo[2,3-b]pyridin-5-yl)methanone